[Li].FC(C(F)(F)F)(C1=NNC(=N1)C(C(F)(F)F)(F)F)F 3,5-bis(pentafluoroethyl)-1,2,4-triazole lithium salt